4-(((6-chloropyridazin-3-yl)oxy)methyl)-3-(4-fluorophenyl)-5-methylisoxazole ClC1=CC=C(N=N1)OCC=1C(=NOC1C)C1=CC=C(C=C1)F